ClC1=CC=C(N(C)C2=CC=C(OC=3N=C(C4=C(N3)C=NC=C4)O)C=C2)C=C1 2-[4-(4-chloro-N-methylanilino)phenoxy]pyrido[3,4-d]pyrimidin-4-ol